BrC1=NN(C=2C1=NC=CC2Cl)CCOC 3-Bromo-7-chloro-1-(2-methoxyethyl)-1H-pyrazolo[4,3-b]pyridine